COCCOC1=CC=C(CC(C(=O)OCC)C(C)=O)C=C1 ethyl 2-(4-(2-methoxyethoxy) benzyl)-3-oxobutyrate